C1(CC1)N=S(=O)(N)C1=CC=C(C=C1)OC1=CC=NC2=CC(=CC=C12)OC N'-cyclopropyl-4-((7-methoxyquinolin-4-yl)oxy)benzenesulfonimidamide